ClC=1C=C2C3=C(NC2=C(C1)C=1C(=NC(=CC1)Cl)Cl)C(=NC=C3)C(C)C 6-Chloro-8-(2,6-dichloro-pyridin-3-yl)-1-isopropyl-9H-pyrido[3,4-b]indole